S.[NH4+] ammonium hydrogen sulfide